L-1,4-bis[2-(2-methylphenyl)vinyl]benzene CC1=C(C=CC=C1)C=CC1=CC=C(C=C1)C=CC1=C(C=CC=C1)C